2-(2-hydroxy-3,5-di-tert-amylphenyl)benzotriazole OC1=C(C=C(C=C1C(C)(C)CC)C(C)(C)CC)N1N=C2C(=N1)C=CC=C2